NC1=CC=C(OC=2C=C(C=CC2)C=2C(=C(C=CC2)S(=O)(=O)C2=C(C(=CC=C2)C2=CC(=CC=C2)OC2=CC=C(C=C2)N)C2=CC(=CC=C2)OC2=CC=C(C=C2)N)C2=CC(=CC=C2)OC2=CC=C(C=C2)N)C=C1 bis[3-(4-aminophenoxy)phenyl]phenylsulfone